N5-(4-(1,3-dimethoxyprop-2-ylamino)phenethyl)-2-(furan-2-yl)-[1,2,4]triazolo[1,5-a][1,3,5]triazine-5,7-diamine COCC(COC)NC1=CC=C(CCNC2=NC=3N(C(=N2)N)N=C(N3)C=3OC=CC3)C=C1